CC=1C=CC=2N(C3=CC=C(C=C3C2C1)C)C1=C(C(=C(C(=C1N1C2=CC=C(C=C2C=2C=C(C=CC12)C)C)N1C2=CC=C(C=C2C=2C=C(C=CC12)C)C)N1C2=CC=C(C=C2C=2C=C(C=CC12)C)C)C1=NC(=NC(=N1)C1=CC=CC=C1)C1=CC=CC=C1)C=1OC2=C(N1)C=CC=C2 2-(2,3,4,5-tetrakis(3,6-dimethyl-9H-carbazol-9-yl)-6-(4,6-diphenyl-1,3,5-triazin-2-yl)phenyl)benzo[d]oxazole